(2S,4S)-2-methyl-N-(tetrahydro-2H-pyran-4-yl)piperidin C[C@@H]1N(CCCC1)C1CCOCC1